N-butylideneethanolamine-N-oxide C(CCC)=[N+](CCO)[O-]